FC1=C(C(=CC=C1)C)N1C[C@@](CC1)(C)N1C(N(C=2C(C1)=CN(N2)C)CC2=C(C=CC=C2)C(F)(F)F)=O 5-[(S)-1-(2-Fluoro-6-methyl-phenyl)-3-methyl-pyrrolidin-3-yl]-2-methyl-7-(2-trifluoromethyl-benzyl)-2,4,5,7-tetrahydro-pyrazolo[3,4-d]pyrimidin-6-on